ClC=1C=C(C=CC1)NC(=O)NC1=C(C(=CC(=C1)F)F)CO 1-(3-chlorophenyl)-3-(3,5-difluoro-2-hydroxymethylphenyl)urea